O[C@H](C1=C(C=C(C=C1)C=1C=C(C(=O)NC)C=CC1)C)[C@H]1O[C@H]([C@H]([C@@H]([C@H]1O)O)O)CO 3-[4-[(R)-hydroxy-[(2R,3R,4S,5S,6S)-3,4,5-trihydroxy-6-(hydroxymethyl)tetrahydropyran-2-yl]methyl]-3-methyl-phenyl]-N-methyl-benzamide